N1CN=CC1 3-imidazoline